BrC=1C(=C(C=C(C1)F)CO)F (3-bromo-2,5-difluorophenyl)methanol